NC1=C(C=C(C=C1)Br)NC[C@H]1C[C@H](CC1)COC1=C(C=NN1C)C=1C=C(C(=O)OC)C=C(N1)C methyl 2-(5-(((1S,3R)-3-(((2-amino-5-bromophenyl)amino)methyl)cyclopentyl)methoxy)-1-methyl-1H-pyrazol-4-yl)-6-methylisonicotinate